3-chloro-5-(1,1,2,2-tetrafluoro-2-iodoethoxy)benzoic acid ClC=1C=C(C(=O)O)C=C(C1)OC(C(I)(F)F)(F)F